1-(4-(6-(benzyloxy)-4,4-difluoro-2-phenyl-3,4-dihydronaphthalen-1-yl)-3-fluorophenyl)-4-(dimethoxymethyl)piperidine C(C1=CC=CC=C1)OC=1C=C2C(CC(=C(C2=CC1)C1=C(C=C(C=C1)N1CCC(CC1)C(OC)OC)F)C1=CC=CC=C1)(F)F